isopropyl 6-((6-cyano-5-(methylthio)pyridin-3-yl)amino)-5-hydroxy-6-oxohexanoate C(#N)C1=C(C=C(C=N1)NC(C(CCCC(=O)OC(C)C)O)=O)SC